copper 5,10,15,20-tetra(4-pyridyl)porphyrin N1=CC=C(C=C1)C=1C2=CC=C(N2)C(=C2C=CC(C(=C3C=CC(=C(C=4C=CC1N4)C4=CC=NC=C4)N3)C3=CC=NC=C3)=N2)C2=CC=NC=C2.[Cu]